4-(trifluoromethyl)-3-vinylbenzene FC(C1=C(C=CC=C1)C=C)(F)F